3-[7-chloro-5-fluoro-2-(trifluoromethyl)-1H-benzimidazol-4-yl]-1-methyl-6-(trifluoromethyl)pyrimidine-2,4(1H,3H)-dione ClC1=CC(=C(C2=C1NC(=N2)C(F)(F)F)N2C(N(C(=CC2=O)C(F)(F)F)C)=O)F